ClC1=NC2=CC=C(C=C2C=C1)C1=CC=2C3=C(C=NC2C=C1)N(C(C31CC1)=O)C 8'-(2-Chloroquinolin-6-yl)-3'-methylspiro[cyclopropane-1,1'-pyrrolo[2,3-c]quinolin]-2'(3'H)-one